C(#N)C=1C(=NC(=CC1C(F)(F)F)C)N1[C@@H](C=CC1)C(=O)N(C=1C=C(C=CC1)C)C (2S)-1-[3-cyano-6-methyl-4-(trifluoromethyl)-2-pyridinyl]-N-methyl-N-(m-tolyl)-2,5-dihydropyrrole-2-carboxamide